diphenyl-(o-fluorophenyl)sulfoxonium C1(=CC=CC=C1)[S+](=O)(C1=C(C=CC=C1)F)C1=CC=CC=C1